(1s,4s)-4-((4-methoxy-5-(3-methyl-[1,2,4]triazolo[4,3-a]pyridin-6-yl)-7H-pyrrolo[2,3-d]pyrimidin-2-yl)amino)-1-methylcyclohexan-1-ol COC=1C2=C(N=C(N1)NC1CCC(CC1)(O)C)NC=C2C=2C=CC=1N(C2)C(=NN1)C